C(C)O[C@]1(OOCCN)[C@@H]([C@@H](O)[C@@H](O)[C@H](O1)CO)NC(C)=O (aminoethoxy) ethoxy-2-(acetamido)-2-deoxy-beta-D-galactopyranoside